CN1CCN(CC1)CC1=CC=C(C=C1)COC1=CC(=C(C=C1)C)[N+](=O)[O-] 1-methyl-4-(4-((4-methyl-3-nitrophenoxy)methyl)benzyl)piperazine